C(C)NC1=CC(=NC=N1)OC1CNCC1 3-((6-(ethylamino)pyrimidin-4-yl)oxy)pyrrolidin